FC(C1=NC=C(C(=C1)C1=CC(=NC=C1C(=O)NC=1SC=2C(=CC=3CCNC3C2)N1)N1C(C(=CC=C1)F)=C=O)OC)F 2''-(Difluoromethyl)-N-(6,7-dihydro-5H-thiazolo[4,5-f]indol-2-yl)-3-fluoro-5''-methoxy-2-carbonyl-2H-[1,2':4',4''-terpyridine]-5'-carboxamide